(R)-benzyl 3-amino-2-methylpropylcarbamate NC[C@H](CNC(OCC1=CC=CC=C1)=O)C